N=1C=CN2C1C=C(C=C2)C(C)N 1-(imidazo[1,2-a]pyridin-7-yl)ethylamine